C(=O)(OC(C)(C)C)NCCC(=O)O Boc-β-alanin